1,3,3,8-tetramethyl-6H-pyrrolo[2,3-g]phthalazine-2,5-dione CN1C(C(C=2C1=CC=1C(=NNC(C1C2)=O)C)(C)C)=O